C1=CNC=CC2=C1C=CC=C2 benzo[d]azepin